NC1=C(C(=NN1C1COCC1)C1=C(C=C(C=C1)CNC(C1=C(C=CC=C1)OC)=O)F)C#N N-[[4-(5-amino-4-cyano-1-tetrahydro-furan-3-yl-pyrazol-3-yl)-3-fluoro-phenyl]methyl]-2-methoxy-benzamide